FCCN1N=CC2=CC=C(C=C12)/C=C/C=1SC2=C(N1)C=CC(=C2)O (E)-2-(2-(1-(2-fluoroethyl)-1H-indazol-6-yl)vinyl)benzo[d]thiazol-6-ol